[Si](C)(C)(C(C)(C)C)O[C@H](C(=O)N=[S@@](=O)(C)C=1C=C(C=CC1)NC(=O)C1=C(N=NC(=C1C)C(F)(F)F)N1CCC(CCC1)(F)F)C N-(3-((R)-N-((S)-2-((tert-butyldimethylsilyl)oxy)propanoyl)-S-methylsulfonimidoyl)phenyl)-3-(4,4-difluoroazepan-1-yl)-5-methyl-6-(trifluoromethyl)pyridazine-4-carboxamide